C(C)(C)(C)OC(=O)N1C[C@H]([C@H](CC1)O)C1=CC=C(C=C1)C(=O)OC.CS(=O)(=O)C=1C=C(C=CC1)C1=CC=NC=C1 |r| 4-(3-Methanesulphonylphenyl)pyridine racemic-tert-butyl-(3R*-4S*)-4-hydroxy-3-(4-(methoxycarbonyl)phenyl)piperidine-1-carboxylate